CC1=CC=CC(=N1)C1=C(N=CN1)C=1C=C2C=C(C=NC2=CC1)C1=CC(=CC=C1)N1CCNCC1 6-[5-(6-methyl-2-pyridyl)-1H-imidazol-4-yl]-3-(3-piperazin-1-ylphenyl)quinoline